2-(2-(3,3-difluoropyrrolidin-1-yl)-4-(3-fluorophenyl)pyridin-3-yl)-1,4,6,7-tetrahydropyrano[3,4-d]imidazole FC1(CN(CC1)C1=NC=CC(=C1C=1NC2=C(N1)COCC2)C2=CC(=CC=C2)F)F